Tris-tolyl phosphite P(OC1=C(C=CC=C1)C)(OC1=C(C=CC=C1)C)OC1=C(C=CC=C1)C